N1=C(N=CC=2NC=3N(C12)CCN3)N 7,8-dihydro-5H-imidazo[1,2-e]purin-2-amine